CN(C)C[C@H]1OCCN(C1)C=1C=CC(=NC1)NC=1C=CC(=C2CNC(C12)=O)C1=CN=C2N1C=CC(=C2F)C (R)-7-((5-(2-((dimethylamino)-methyl)morpholino)pyridin-2-yl)amino)-4-(8-fluoro-7-methylimidazo[1,2-a]pyridin-3-yl)isoindolin-1-one